FC1=CC=C(C=C1)C(C1CCN(CC1)C(=O)C=1C=CC2=C(NC(CO2)=O)C1)C1=CC(=NC=C1)F 6-[4-[(4-fluorophenyl)-(2-fluoro-4-pyridyl)methyl]piperidine-1-carbonyl]-4H-1,4-benzoxazin-3-one